BrC=1C=C(C=C2C(N(C3(C(N(CC3)C)=O)C12)CC1=CC=C(C=C1)OC)=O)F 7-bromo-5-fluoro-2-(4-methoxybenzyl)-1'-methylspiro[isoindoline-1,3'-pyrrolidine]-2',3-dione